N-methyl-4-(7-(4-(piperidin-1-yl)butanamido)benzo[d]imidazo[2,1-b]thiazol-2-yl)benzamide CNC(C1=CC=C(C=C1)C=1N=C2SC3=C(N2C1)C=CC(=C3)NC(CCCN3CCCCC3)=O)=O